C1(CC1)C#C[C@]1(C2=C(NC(O1)=O)C=C(C(=C2)F)CN2C=NC=CC2=O)C(C)(F)F (S)-4-(cyclopropylethynyl)-4-(1,1-difluoroethyl)-6-fluoro-7-((6-oxopyrimidin-1(6H)-yl)methyl)-1,4-dihydro-2H-benzo[d][1,3]oxazin-2-one